4-hydroxy-2,2,6,6-tetramethyloxylpiperidine OC1CC(NC(C1)(OC)OC)(OC)OC